O=S1(N(CCC1)CC=1C=CC2=C(N(C=N2)C2=CC=C(C(=N2)N2N=C(C=C2C)C#N)C(C)O)C1)=O 1-[6-[6-[(1,1-dioxo-1,2-thiazolidin-2-yl)methyl]benzimidazol-1-yl]-3-(1-hydroxyethyl)-2-pyridyl]-5-methyl-pyrazole-3-carbonitrile